C1(=CC(=CC(=C1)CNCC1=CNC=C1)CNCC1=CNC=C1)C1=CC(=CC(=C1)CNCC1=CNC=C1)CNCC1=CNC=C1 1,1',1'',1'''-([1,1'-biphenyl]-3,3',5,5'-tetrayl)tetrakis(N-((1H-pyrrol-3-yl)methyl)methanamine)